Pentamido-9-(5,6,7,8-tetrahydro-1,8-naphthyridin-2-yl)nonanoic acid C(CCCC)(=O)NC(C(=O)O)CCCCCCCC1=NC=2NCCCC2C=C1